7-(3-{[(1,3-dihydroxypropan-2-yl)oxy]imino}azetidin-1-yl)-6-fluoro-4-oxo-1-(1,2,4-thiadiazol-5-yl)-1,4-dihydro-1,8-naphthyridine-3-carboxylic acid OCC(CO)ON=C1CN(C1)C1=C(C=C2C(C(=CN(C2=N1)C1=NC=NS1)C(=O)O)=O)F